CC1=C(C(NC(=C1)C)=O)CN1C(C=2C(=C3C(=C(C2CC1)CC)OC(O3)(C)[C@@H]3CC[C@H](CC3)N(C)C)C)=O 6-((4,6-dimethyl-2-oxo-1,2-dihydropyridin-3-yl)methyl)-2-(trans-4-(dimethylamino)cyclohexyl)-9-ethyl-2,4-dimethyl-7,8-dihydro-[1,3]dioxolo[4,5-g]isoquinolin-5(6H)-one